C(C)(C)OC([C@H](CCC(C=[N+]=[N-])=O)NC([C@@H](C=1SC=CC1)OC)=O)=O.BrC=1C=CC(=NC1)OCC1(CC1)C 5-bromo-2-[(1-methylcyclopropyl)methoxy]Pyridine isopropyl-(S)-6-diazo-2-((S)-2-methoxy-2-(thiophen-2-yl)acetamido)-5-oxohexanoate